C1(=CC=CC=C1)S(=O)(=O)N1CCC2=CC(=CC=C12)[C@H]1[C@@H](C1)NC1CCCCC1 trans-N-(2-(1-(benzenesulfonyl)indolin-5-yl)cyclopropyl)cyclohexylamine